COC=1C=CC=C2C(=CNC12)CC(=O)O 2-(7-methoxy-1H-indol-3-yl)acetic acid